BrC=1C=C2C=C(N=CC2=CC1F)NC(=O)[C@H]1[C@@H](C1)C1=NC=CC=C1 trans-N-(6-bromo-7-fluoroisoquinolin-3-yl)-2-(pyridin-2-yl)cyclopropane-1-carboxamide